titanium-cerium oxide [O-2].[Ce+3].[Ti+4]